BrC=1C=C(NC(C(C2CCCCCCC2)NC(=O)C=2C(=NOC2)C)=O)C=CC1N1CCOCC1 N-{2-[3-Bromo-4-(morpholin-4-yl)-anilino]-1-cyclooctyl-2-oxoethyl}-3-methyl-isoxazole-4-carboxamide